COC1=C(C=CC=C1)C 1-Methoxy-2-methylbenzene